OC1(COC1)[C@H]1C[C@H](NC1=O)COC1=NC=CC2=CC(=C(C=C12)OC(C)C)C(=O)N 1-{[(2s,4r)-4-(3-hydroxyoxetan-3-yl)-5-oxopyrrolidin-2-yl]methoxy}-7-(prop-2-yloxy)isoquinoline-6-carboxamide